CN(C1=CC=C(OCCOC2=C3C(=C(C(C3=CC=C2)=O)C=2C=NC=CC2)C2=COC=C2)C=C1)C (2-(4-(dimethylamino)phenoxy)ethoxy)-3-(furan-3-yl)-2-(pyridin-3-yl)-1H-inden-1-one